FC(C(C(C(C(C(F)(F)F)(F)F)(F)F)(F)F)(F)F)(C(C(=O)O)(C(=O)O)C(C(C(C(C(F)(F)F)(F)F)(F)F)(F)F)(F)F)F perfluoroamyl-hexyl-malonic acid